NC=1N(N=C2CN(CCC21)C(=O)N(C)C)C(=O)C2CCNC1=CC=CC=C21 3-amino-N,N-dimethyl-2-(1,2,3,4-tetrahydroquinoline-4-carbonyl)-4,5-dihydro-2H-pyrazolo[3,4-c]pyridine-6(7H)-carboxamide